1-(2-Ethynylthiazol-4-yl)-3-((1R)-2-hydroxy-1-(4-(1-methylpiperidin-3-yl)-phenyl)ethyl)urea C(#C)C=1SC=C(N1)NC(=O)N[C@@H](CO)C1=CC=C(C=C1)C1CN(CCC1)C